NC1CCN(CC1)C1=C(N=NC2=CC(=C(C=C12)C=1C=C(C(=O)N)C=C(C1)F)Cl)C1=CC(=CC(=C1)C)F 3-[4-(4-amino-piperidin-1-yl)-7-chloro-3-(3-fluoro-5-methyl-phenyl)-cinnolin-6-yl]-5-fluoro-benzamide